C1NCCC12CCC(CC2)N2N=C(C=1CN(CCC12)C(C)=O)N1CCCC2=CC(=C(C=C12)C(F)F)C=1C=NN(C1)C 1-[1-(2-azaspiro[4.5]decan-8-yl)-3-[7-(difluoromethyl)-6-(1-methylpyrazol-4-yl)-3,4-dihydro-2H-quinolin-1-yl]-6,7-dihydro-4H-pyrazolo[4,3-c]pyridin-5-yl]ethanone